CCCCCCCCCCCCC(=O)O[C@H](COC(=O)CCCCCCC/C=C\CCCCCCCC)COP(=O)(O)OC[C@H](CO)O 1-(9Z-octadecenoyl)-2-tridecanoyl-glycero-3-phospho-(1'-sn-glycerol)